C(C1=CC=CC=C1)(=O)N1CC=2N(C3=CC=CC=C3C2CC1)CC(=O)NO (2-benzoyl-2,3,4,9-tetrahydro-1H-β-carbolin-9-yl)-N-hydroxyacetamide